C(C)(=O)C1(O)[C@](O)([C@](O)([C@H](O1)C)C(C)=O)C(C)=O 5-deoxy-1,2,3-Triacetylribofuranose